((8-(4-fluorophenyl)-7-isopropyl-1H-imidazo[4,5-g]isoquinolin-5-yl)imino)dimethyl-λ6-sulfanone FC1=CC=C(C=C1)C1=C(N=C(C=2C=C3C(=CC12)NC=N3)N=S(=O)(C)C)C(C)C